O1CCN(CC1)C1=NC(=NN2C1=CC(=C2)C(=O)NC2CCOCC2)N/N=C/C=2C=C(C=CC2)C 4-morpholino-2-[(2E)-2-(m-tolylmethylene)hydrazino]-N-tetrahydropyran-4-yl-pyrrolo[2,1-f][1,2,4]triazine-6-carboxamide